COC(=O)C1=C(N(C(=C1)C1=C2C(=NC=C1)N(C=C2)S(=O)(=O)C2=CC=CC=C2)COCC[Si](C)(C)C)C2=C(C(=CC=C2)OC)F Methyl-2-(2-fluoro-3-methoxyphenyl)-5-[1-(phenylsulfonyl)-1H-pyrrolo[2,3-b]pyridin-4-yl]-1-{[2-(trimethylsilyl) ethoxy]methyl}-1H-pyrrole-3-carboxylate